Cl.F[NH+]1CCC(=CC1)C1=CC=[NH+]C=C1 fluoro-1,2,3,6-tetrahydro-4,4'-bipyridinium hydrochloride